[N+](=O)([O-])C=1C=CC(=NC1)N1CC(C1)CO (1-(5-Nitropyridin-2-yl)azetidin-3-yl)methanol